6-(5-((benzyl-((1r,2r)-2-hydroxycyclohexyl)amino)methyl)-1H-tetrazol-1-yl)-3-chloropyridinecarbonitrile C(C1=CC=CC=C1)N([C@H]1[C@@H](CCCC1)O)CC1=NN=NN1C1=CC=C(C(=N1)C#N)Cl